1-(2-(4-methoxyphenoxy)ethyl)-2-methyl-1H-indole-3-carboxylic acid COC1=CC=C(OCCN2C(=C(C3=CC=CC=C23)C(=O)O)C)C=C1